N[C@H]1CN(CCC1)[C@@H]1CC[C@H](CC1)N1C=C(C2=C1N=CN=C2N)C2=CC=C(C=C2)OC2=CC=CC=C2 7-((trans)-4-((R)-3-aminopiperidin-1-yl)cyclohexyl)-5-(4-phenoxyphenyl)-7H-pyrrolo[2,3-d]pyrimidin-4-amine